ethyl-aluminum ethylacetoacetate C(C)OC(CC(=O)C)=O.C(C)[Al]